CC1=C(C(=O)NC=2C=C(C=CC2C(F)(F)F)CC(C(=O)O)C)C(=CC(=C1)OCCC1=CC=CC=C1)C 3-[3-{[2,6-Dimethyl-4-(2-phenylethoxy)benzoyl]amino}-4-(trifluoromethyl)phenyl]-2-methylpropanoic acid